(3R,4S)-3-fluoro-1-[4-({8-[(2R,3R)-3-(methanesulfonyl-methyl)-2-methylazetidin-1-yl]-5-(propan-2-yl)isoquinolin-3-yl}amino)pyrimidin-2-yl]-4-methyl-piperidin-4-ol F[C@@H]1CN(CC[C@@]1(O)C)C1=NC=CC(=N1)NC=1N=CC2=C(C=CC(=C2C1)C(C)C)N1[C@@H]([C@@H](C1)CS(=O)(=O)C)C